BrC=1C(=NC(=CC1)OC=1C=NC=C(C1)C1=CC(=C(C=C1)F)F)C#N 3-bromo-6-((5-(3,4-difluorophenyl)pyridin-3-yl)oxy)picolinonitrile